(1R,4R,5S)-6-(6-oxo-5-(trifluoromethyl)-1,6-dihydropyridazin-4-yl)-6-azabicyclo[3.2.0]heptan O=C1C(=C(C=NN1)N1[C@H]2CCC[C@@H]2C1)C(F)(F)F